ethyl 3-{1-[4-(benzyloxy)butyl]-4-methyl-1H-benzotriazol-5-yl}-3-[3-chloro-5-(hydroxymethyl)-4-methylphenyl]propanoate C(C1=CC=CC=C1)OCCCCN1N=NC2=C1C=CC(=C2C)C(CC(=O)OCC)C2=CC(=C(C(=C2)CO)C)Cl